NCCCC1=CC=C(C=C1)O 4-(3-aminopropyl)phenol